(trans)-3-hydroxycyclobutane-1-carboxylic acid O[C@@H]1C[C@H](C1)C(=O)O